(Z)-1-(3-(5-(dimethylamino)-2-(3,3,3-trifluoropropoxy)phenyl)-4-oxothiazolidin-2-ylidene)-3-(2-methyl-4-(1-(4-(trifluoromethoxy)phenyl)-1H-1,2,4-triazol-3-yl)phenyl)urea CN(C=1C=CC(=C(C1)N1/C(/SCC1=O)=N/C(=O)NC1=C(C=C(C=C1)C1=NN(C=N1)C1=CC=C(C=C1)OC(F)(F)F)C)OCCC(F)(F)F)C